C1=C(NC=N1)C[C@@H](C(=O)N[C@@H](CCCCN)C(=O)O)NC(=O)CN The molecule is a tripeptide composed of glycine, L-histidine and L-lysine residues joined in sequence. It has a role as a metabolite, a chelator, a vulnerary and a hepatoprotective agent.